6-(5'-(N-(tert-butyl)sulfamoyl)-2'-fluoro-4-methoxy-{1,1'-biphenyl}-3-carboxamido)-2,2-difluoro-N-(4-fluoro-3-(trifluoromethyl)phenyl)benzo[d][1,3]dioxole-5-carboxamide C(C)(C)(C)NS(=O)(=O)C=1C=CC(=C(C1)C1=CC(=C(C=C1)OC)C(=O)NC=1C(=CC2=C(OC(O2)(F)F)C1)C(=O)NC1=CC(=C(C=C1)F)C(F)(F)F)F